2-(3,4-Dihydronaphthalen-2-yl)acetic acid C1=C(CCC2=CC=CC=C12)CC(=O)O